FC1=C(COC2CN(C2)C(=O)OC(C)(C)C)C=CC(=C1)OC(F)(F)F tert-butyl 3-((2-fluoro-4-(trifluoromethoxy)benzyl)oxy)azetidine-1-carboxylate